OC(COC=1C=C(CC=2C=C(C(=O)O)C=C(N2)C(NC)=O)C=CC1)C 2-(3-(2-hydroxypropoxy)benzyl)-6-(methylcarbamoyl)isonicotinic acid